NC1=C(C=C(C=C1)B(O)O)F 4-AMINO-3-FLUOROBENZENEBORONIC ACID